O[C@@H]1[C@H](CO[C@@H]([C@@H]1O)CO)N ((3S,4R,5R,6R)-4,5-dihydroxy-6-(hydroxymethyl)tetrahydro-2H-pyran-3-yl)amine